2-iodo-2-methylpropanoic acid ammonium salt [NH4+].IC(C(=O)[O-])(C)C